C1(=CC=CC2=CC=CC=C12)CCCC 1-(naphthalen-1-yl)butane